ClC=1C=C(C=C2C(=NC=NC12)N(C(C)C=1C(=NC=CN1)C1=CC=C(C=N1)C#N)CC1CC1)C(F)(F)F 6-[3-[1-[[8-chloro-6-(trifluoromethyl)quinazolin-4-yl]-(cyclopropylmethyl)amino]ethyl]pyrazin-2-yl]pyridine-3-carbonitrile